C(CCCCCCCCCCCCCCCCC)(=O)[O-].C(CCCCCCCCCCCCCCCCC)(=O)[O-].C(CCCCCCCCCCCCCCCCC)(=O)[O-].[Al+3] Aluminum Tri-Stearate